ClCC=1C=CC(=NC1)NC(OC(C)(C)C)=O tert-butyl (5-(chloromethyl)pyridin-2-yl)carbamate